Methyl 2,7-dimethyl-8-(naphthalen-1-ylmethyl)-6-oxo-9-(3-(trifluoromethyl)phenyl)-3,4-dihydro-2H,6H-pyrido[1,2-e][1,2,5]thiadiazine-4-carboxylate 1,1-dioxide CN1S(C=2N(C(C1)C(=O)OC)C(C(=C(C2C2=CC(=CC=C2)C(F)(F)F)CC2=CC=CC1=CC=CC=C21)C)=O)(=O)=O